P(=O)(O)(O)O[C@H]1[C@@H](O[C@@H]([C@H]1O)CO)N1C(=O)NC(=O)C=C1 phosphouridine